C1(CCC1)CNCC=1C=CC=2N(C1)C=C(N2)CN2N=NC(=C2)C2=CC=CC=1N2C=NC1 (cyclobutylmethyl)({2-[(4-{imidazo[1,5-a]pyridin-5-yl}-1H-1,2,3-triazol-1-yl)methyl]imidazo[1,2-a]pyridin-6-yl}methyl)amine